The molecule is a monocarboxylic acid that is perfluorinated pentanoic acid. It has a role as an environmental contaminant and a xenobiotic. It derives from a valeric acid. C(=O)(C(C(C(C(F)(F)F)(F)F)(F)F)(F)F)O